[H-].[Na+].C(C1=CC=CC=C1)O[C@@H]1[C@H](OC([C@@H]1OCC1=CC=CC=C1)OC)COCC1=CC=CC=C1 (2R,3R,4R)-3,4-bis(benzyloxy)-2-((benzyloxy)methyl)-5-methoxytetrahydrofuran Sodium hydride